1-(tert-Butyl)-3-(4-(tert-butylsulfonyl)phenyl)-5-methyl-pyrazol-4-ol C(C)(C)(C)N1N=C(C(=C1C)O)C1=CC=C(C=C1)S(=O)(=O)C(C)(C)C